FC(C1=NN=C2N1CCN(C2)C2=CC=C(C=N2)[C@@H]2N(CCC2)C2=C1C=CN=C(C1=CC=C2)N)(F)F |o1:17| (R*)-5-(2-(6-(3-(Trifluoromethyl)-5,6-dihydro-[1,2,4]triazolo[4,3-a]pyrazin-7(8H)-yl)pyridin-3-yl)pyrrolidin-1-yl)isoquinolin-1-amine